C(C)OC(C=NNC1=CC=C(C=C1)OC(F)(F)F)=O Ethyl-2-(2-(4-trifluoromethoxyphenyl)hydrazono)acetat